2,3-dichlorophenol methyl-2-chloropropanoate CC(C(=O)OC1=C(C(=CC=C1)Cl)Cl)(C)Cl